(S)-2-((tert-Butoxycarbonyl)(methyl-d3)amino)-3-(4-fluorophenyl)propionic acid C(C)(C)(C)OC(=O)N([C@H](C(=O)O)CC1=CC=C(C=C1)F)C([2H])([2H])[2H]